C(C1=CC=CC=C1)N(C=1N(C(C(=C(N1)C(=O)OCC)OCC)=O)C)C Ethyl 2-(benzyl (methyl)amino)-5-ethoxy-1-methyl-6-oxo-1,6-dihydropyrimidine-4-carboxylate